FC1=CC=C2C3=C(NC2=C1)C(=NC=C3)C3=CN=CS3 5-(7-fluoro-9H-pyrido[3,4-b]indol-1-yl)thiazole